BrC=1C=C2C(=NC=NC2=CC1)C1=CC=C(C=C1)N1CC2(CN(C2)C(C)=O)C1 1-(6-(4-(6-bromoquinazolin-4-yl)phenyl)-2,6-diazaspiro[3.3]heptan-2-yl)ethan-1-one